tert-butyl 3-(cyanomethyl)-3-(3',5'-dimethyl-1H,1'H-4,4'-bipyrazol-1-yl)azetidine-1-carboxylate C(#N)CC1(CN(C1)C(=O)OC(C)(C)C)N1N=CC(=C1)C=1C(=NNC1C)C